CN(C1=CC=C(C=C1)\C=C\1/C(OC(=C1)C1=CC=2CCCCC2C=C1)=O)C (3Z)-3-[[4-(dimethylamino)phenyl]methylidene]-5-(5,6,7,8-tetrahydro-naphthalen-2-yl)furan-2-one